(4,4-difluoropiperidin-1-yl)methanone trifluoroacetate salt FC(C(=O)O)(F)F.FC1(CCN(CC1)C=O)F